Octane-7-carbonitrile CCCCCCC(C)C#N